C1(CCC1)NC1=CC(=CC(=N1)N1C(C2=CC(=CC(=C2C1)C(F)(F)F)CNC1(CCC1)C)=O)C1(CC(C1)C)C1=NN=CN1C 2-(6-(cyclobutylamino)-4-((1R,3R)-3-methyl-1-(4-methyl-4H-1,2,4-triazol-3-yl)cyclobutyl)pyridin-2-yl)-6-(((1-methylcyclobutyl)amino)methyl)-4-(trifluoromethyl)isoindolin-1-one